The molecule is a glycopeptide that is vancomycin lacking the vancoaminyl residue. It has a role as an antimicrobial agent and a bacterial metabolite. It is a monosaccharide derivative, a cyclic ether, a heterodetic cyclic peptide, a polyphenol, an organochlorine compound and a glycopeptide. It derives from a vancomycin aglycone. It is a tautomer of a devancoaminyl vancomycin zwitterion. CC(C)C[C@H](C(=O)N[C@@H]1[C@@H](C2=CC(=C(C=C2)OC3=CC4=CC(=C3O[C@H]5[C@@H]([C@H]([C@@H]([C@H](O5)CO)O)O)O)OC6=C(C=C(C=C6)[C@H]([C@H]7C(=O)N[C@@H](C8=C(C(=CC(=C8)O)O)C9=C(C=CC(=C9)[C@H](C(=O)N7)NC(=O)[C@@H]4NC(=O)[C@@H](NC1=O)CC(=O)N)O)C(=O)O)O)Cl)Cl)O)NC